O=C1NC(CCC1N1C(C2=CC=CC(=C2C1)SCCCOCCC(=O)O)=O)=O 3-(3-((2-(2,6-dioxopiperidin-3-yl)-1-oxoisoindolin-4-yl)thio)propoxy)propionic acid